CC1(NC(=CC(=C1C(=O)[O-])C=C)C)C(=O)[O-] 2,6-dimethyl-4-vinylpyridinedicarboxylate